BrC1=CC=C(C=C1)S(=O)(=O)N1C2=CC=CC=C2C=2[C@@H](CCCC12)N[S@](=O)C(C)(C)C (R)-N-((R)-9-(4-bromobenzenesulfonyl)-2,3,4,9-tetrahydro-1H-carbazol-4-yl)-2-methylpropan-2-sulfinamide